NC1=NC=CC(=C1Cl)SC=1C=2N(C(=NC1CF)N1CCC3(CC1)[C@@H](C1=CC=CC=C1C3)N)C=CN2 (S)-1'-(8-((2-amino-3-chloropyridin-4-yl)thio)-7-(fluoromethyl)imidazo[1,2-c]pyrimidin-5-yl)-1,3-dihydrospiro[indene-2,4'-piperidine]-1-amine